2,5,5-trimethyl-1,2,3,4,4a,5,6,7-octahydronaphthalen-2-ol CC1(CC2=CCCC(C2CC1)(C)C)O